3',6'-dibromo-3',3'',4',4'',5',5''-hexafluoro-1,1':2',1''-terphenyl BrC1(C(=C(C(=C(C1F)F)Br)C1=CC=CC=C1)C1=CC(=C(C(=C1)F)F)F)F